6-(2-hydroxy-2-methylpropoxy)-4-(6-(3-((6-methoxypyridin-3-yl)methyl)-3,6-diazabicyclo[3.1.1]heptan-6-yl)pyridin-3-yl)pyrazolo[1,5-a]pyridine-3-carbonitrile OC(COC=1C=C(C=2N(C1)N=CC2C#N)C=2C=NC(=CC2)N2C1CN(CC2C1)CC=1C=NC(=CC1)OC)(C)C